BrC=1C=CC2=C(N(C(N2)=O)C)C1F 6-Bromo-7-fluoro-1-methyl-1,3-dihydro-2H-benzo[d]imidazol-2-one